S1C2=C(C=C1)C=CCC2 6,7-dihydrobenzo[B]thiophene